C(C)(C)(C)OC(=O)N1CC(CC1)C#CC1=C(C=NC=C1C(=O)O)F 4-((1-(tert-butoxycarbonyl)pyrrolidin-3-yl)ethynyl)-5-fluoronicotinic acid